OC1C2(C(N(C(C1(CN(C2)CC=2C(=NC=CC2)C(=O)O)C(=O)OC)C2=NC=CC=C2)CC=2C(=NC=CC2)C(=O)O)C2=NC=CC=C2)C(=O)OC 6'-({9-hydroxy-1,5-bis(methoxycarbonyl)-2,4-di(pyridin-2-yl)-3,7-diazabicyclo[3.3.1]nonane-3,7-diyl}bis(methylene))dipicolinic acid